3-(5,6-Dihydro-4H-1,3-dithiin-1-ium-2-yl)-7-ethoxy-4,6-difluoro-dibenzothiophene [S+]1=C(SCCC1)C=1C=CC2=C(SC3=C2C=CC(=C3F)OCC)C1F